2-Bromo-5-fluoropyridin-4-amine BrC1=NC=C(C(=C1)N)F